2-cyclopropyl-1-(4-methyl-5-(7-(methylamino)-2,6-naphthyridin-3-yl)pyridin-2-yl)ethan-1-ol C1(CC1)CC(O)C1=NC=C(C(=C1)C)C=1N=CC2=CC(=NC=C2C1)NC